(S)-2,3-dihydro-1H-inden-1-amine HCl salt Cl.[C@@H]1(CCC2=CC=CC=C12)N